(3-amino-4-hydroxy-5-(trifluoromethyl)benzyl)((1R,2R)-2-hydroxycyclopentyl)carbamic acid tert-butyl ester C(C)(C)(C)OC(N([C@H]1[C@@H](CCC1)O)CC1=CC(=C(C(=C1)C(F)(F)F)O)N)=O